1-(fluorosulfonyl)-2,3-dimethyl-imidazole methyl-5-cyclopropyl-3-[[1-(2,2-difluoroethyl)-3-methyl-pyrazol-4-yl]amino]-6-(3-methylimidazo[4,5-c]pyridin-7-yl)pyrazine-2-carboxylate COC(=O)C1=NC(=C(N=C1NC=1C(=NN(C1)CC(F)F)C)C1CC1)C=1C2=C(C=NC1)N(C=N2)C.FS(=O)(=O)N2C(N(C=C2)C)C